(S)-(5-(6-methoxypyridin-3-yl)-1,3,4-oxadiazol-2-yl)(4-(7-(trifluoromethyl)pyrazolo[1,5-a]pyridin-2-yl)-6,7-dihydro-1H-imidazo[4,5-c]pyridin-5(4H)-yl)methanone COC1=CC=C(C=N1)C1=NN=C(O1)C(=O)N1[C@@H](C2=C(CC1)NC=N2)C2=NN1C(C=CC=C1C(F)(F)F)=C2